C(C)(C)(C)OC(NCC1CNCCC1)=O tert-Butyl(piperidin-3-ylmethyl)carbamate